ethyl 5-bromo-2-acetamidothiophene-3-carboxylate BrC1=CC(=C(S1)NC(C)=O)C(=O)OCC